ClC1=C2C(=CNC2=C(C=C1)NS(=O)(=O)C=1C=NN(C1)C1C(NCC1)=O)C#N N-(4-Chloro-3-cyano-1H-indol-7-yl)-1-(2-oxopyrrolidin-3-yl)pyrazol-4-sulfonamid